F[C@@H]1[C@@H](C1)NC(=O)C1=CN=C2N1N=C(C=C2NC)NC=2C(N(C=CC2)C2=NC=CC(=C2)C(=O)OC)=O methyl 3-[(3-{[(1R,2S)-2-fluorocyclopropyl] carbamoyl}-8-(methylamino) imidazo[1,2-b]pyridazin-6-yl) amino]-2-oxo-[1,2'-bipyridine]-4'-carboxylate